N-(3-(6-(1,3,4-oxadiazol-2-yl)-2-(pyridin-2-yl)-3H-imidazo[4,5-c]pyridin-3-yl)cyclohexyl)-5-bromothiophene-2-carboxamide O1C(=NN=C1)C1=CC2=C(C=N1)N(C(=N2)C2=NC=CC=C2)C2CC(CCC2)NC(=O)C=2SC(=CC2)Br